5-(6-(6-((4-(2-(2,6-Dioxopiperidin-3-yl)-1-oxoisoindolin-4-yl)but-3-yn-1-yl)carbamoyl)pyridin-3-yl)-7-methyl-3,4-dihydroquinolin-1(2H)-yl)-7-isopropyl-N-methyl-1H-indole-3-carboxamide O=C1NC(CCC1N1C(C2=CC=CC(=C2C1)C#CCCNC(=O)C1=CC=C(C=N1)C=1C=C2CCCN(C2=CC1C)C=1C=C2C(=CNC2=C(C1)C(C)C)C(=O)NC)=O)=O